tert-butyl (4S)-4-(5-(((1R,2S)-2-((2-oxaspiro[3.3]heptan-5-yl)amino)cyclohexyl)methyl)-1-oxoisoindolin-2-yl)-5-amino-5-oxopentanoate C1OCC12C(CC2)N[C@@H]2[C@H](CCCC2)CC=2C=C1CN(C(C1=CC2)=O)[C@@H](CCC(=O)OC(C)(C)C)C(=O)N